Triphenylamin C1(=CC=CC=C1)N(C1=CC=CC=C1)C1=CC=CC=C1